BrC=1N=C(C(=NC1)C(NO)=N)C1=CC=C(C=C1)C(F)(F)F (5-Bromo-3-(4-(trifluoromethyl)phenyl)pyrazin-2-yl)-N-hydroxyformimidamide